FC1=C(C(=C(C(=C1[B-](C1=C(C(=C(C(=C1F)F)F)F)F)(C1=C(C(=C(C(=C1F)F)F)F)F)C1=C(C(=C(C(=C1F)F)F)F)F)F)F)F)F.C1(=C(C=CC=C1)CC(C)(C1=CC=CC=C1)[IH+])C (tolylcumyl)iodonium tetrakis-(pentafluorophenyl)borate